6-(bis(4-methoxybenzyl)amino)-2-chloro-4-methylnicotinaldehyde COC1=CC=C(CN(C2=NC(=C(C=O)C(=C2)C)Cl)CC2=CC=C(C=C2)OC)C=C1